C1(CC1)CN1C=C(C2=NN(C(C(=C21)C=2C=NC(=CC2)C2(CC2)O)=O)C2=CC1=CN(N=C1C=C2)C)C#N 5-(cyclopropylmethyl)-4-(6-(1-hydroxycyclopropyl)pyridin-3-yl)-2-(2-methyl-2H-indazol-5-yl)-3-oxo-3,5-dihydro-2H-pyrrolo[3,2-c]pyridazine-7-carbonitrile